methyl 6-chloro-5-cyanonicotinate ClC1=NC=C(C(=O)OC)C=C1C#N